(5-ethyl-2-thienyl)propan C(C)C1=CC=C(S1)CCC